ClC1=CC=CC(=N1)C1=NC(=NC(=N1)NC(C)C)N 6-(6-chloropyridin-2-yl)-N2-isopropyl-1,3,5-triazin-2,4-diamine